N1=CC(=CC=C1)CN1CNC2=NC=C(C=C21)C2=CC(=CC=C2)C(F)(F)F 1-(3-Pyridylmethyl)-6-[3-(trifluoromethyl)phenyl]-3H-imidazo[4,5-b]pyridin